[186Re](=O)(=O)(=O)O.ClCCCOC=1C=CC=C2C=CC=NC12 8-(3-chloropropoxy)quinoline [186Re]perrhenate